C(CC)C12CC3(CC(CC(C1)C3)C2)N 3-n-propyladamantan-1-amine